lithium 4-aminothiazole-2-carboxylate NC=1N=C(SC1)C(=O)[O-].[Li+]